FC1=C(C(=O)O)C=C(C=C1)S(NC1(CC1)C)(=O)=O 2-fluoro-5-(N-(1-methylcyclopropyl)sulfamoyl)benzoic acid